methyl 5-fluorobenzofuran-4-carboxylate FC1=CC=C2C(C=CO2)=C1C(=O)OC